[Mn].C(=O)(O)C1=C(C=CC=C1)C=1C2=CC=C(N2)C=C2C=CC(C(=C3C=CC(=C(C=4C=CC1N4)C4=C(C=CC=C4)C(=O)O)N3)C3=C(C=CC=C3)C(=O)O)=N2 5,10,15-tris(carboxyphenyl)porphyrin manganese